3-((difluoromethyl)sulfonyl)-N-((2-(6-fluoropyridin-2-yl)-1,6-naphthyridin-7-yl)methyl)benzamide FC(S(=O)(=O)C=1C=C(C(=O)NCC2=NC=C3C=CC(=NC3=C2)C2=NC(=CC=C2)F)C=CC1)F